4-(4-amino-3-methyl-1-((2-(trimethylsilyl)ethoxy)methyl)-1H-pyrazol-5-yl)-6-chloro-2-(difluoromethyl)pyridin-3-amine NC=1C(=NN(C1C1=C(C(=NC(=C1)Cl)C(F)F)N)COCC[Si](C)(C)C)C